N(=C=S)CCCCCCCS(=O)C 1-isothiocyanato-7-(methylsulfinyl)-heptane